CC1(OC2=C(O1)C=CC(=C2)O)C 2,2-dimethylbenzo[d][1,3]dioxolan-5-ol